NC1=CC=C2C(=N1)CC[C@H]2NC([C@H](C)NC(=O)[C@@H]2NCCC(=C2)C2=C(C=C(C=C2)F)C(F)F)=O (R)-N-((S)-1-(((R)-2-amino-6,7-dihydro-5H-cyclopenta[b]pyridin-5-yl)amino)-1-oxopropan-2-yl)-4-(2-(difluoromethyl)-4-fluorophenyl)-1,2,5,6-tetrahydropyridine-2-carboxamide